N1=CC=CC2=CC=CC(=C12)C(=O)O 8-quinolinecarboxylic acid